6-(4-((3-fluoro-5-(4-methyl-1-oxo-1,3-dihydroisobenzofuran-5-yl)piperidin-1-yl)methyl)-1H-1,2,3-triazol-1-yl)-4-methylpyridine-3-carbonitrile FC1CN(CC(C1)C=1C(=C2COC(C2=CC1)=O)C)CC=1N=NN(C1)C1=CC(=C(C=N1)C#N)C